(3S,4S)-pyrrolidine-3,4-diol N1C[C@@H]([C@H](C1)O)O